C1(=CC=CC=C1)C1=CC(N(C=N1)CC1=CCN(CC12CCCC2)C(=O)N2[C@@H](CNCC2)C2=CC=CC=C2)=O (R)-6-Phenyl-3-((7-(2-phenylpiperazine-1-carbonyl)-7-azaspiro[4.5]dec-9-en-10-yl)methyl)pyrimidin-4(3H)-one